O[C@H]1C[C@H]2CC[C@H]3[C@@H]4CCC[C@@]4(C)CC[C@@H]3[C@]2(CC1)C 3α-hydroxy-5β-androstane